6-(4-cyclopropyl-6-methoxypyrimidin-5-yl)-N-(4-(1-isopropyl-4-(trifluoromethyl)-1H-imidazol-2-yl)benzyl)imidazo[1,2-b]pyridazin-8-amine C1(CC1)C1=NC=NC(=C1C=1C=C(C=2N(N1)C=CN2)NCC2=CC=C(C=C2)C=2N(C=C(N2)C(F)(F)F)C(C)C)OC